FC(C1=NN=C(O1)C=1C=CC(=NC1)CN1C(N(C(C1=O)(C)C)C1=C(C(=CC=C1)F)F)=O)F 3-((5-(5-(difluoromethyl)-1,3,4-oxadiazol-2-yl)pyridin-2-yl)methyl)-1-(2,3-difluorophenyl)-5,5-dimethylimidazolidin-2,4-dione